O=C1N(CC2=CC(=CC=C12)OC1C(CCC1)N1CC(C1)C1=CC=NC=C1)C12C(NC(C(C1)C2)=O)=O 1-(1-oxo-5-((2-(3-(pyridin-4-yl)azetidin-1-yl)cyclopentyl)oxy)isoindolin-2-yl)-3-azabicyclo[3.1.1]heptane-2,4-dione